trans-1,3-cyclopentanediol [C@H]1(C[C@H](CC1)O)O